(1-piperidylmethyl)phenol N1(CCCCC1)CC1=C(C=CC=C1)O